2-{2-Fluoro-6-[4-(hydroxymethyl)piperidin-1-yl]pyridin-3-yl}-1H-indol-5-ol FC1=NC(=CC=C1C=1NC2=CC=C(C=C2C1)O)N1CCC(CC1)CO